CC(=CCC/C(=C/CC/C(=C/CC/C(=C/CO)/C)/C)/C)C trans-geranylgeraniol